sodium m-phenylenediamine C1(=CC(=CC=C1)N)N.[Na]